3-chloro-2-fluoro-5-(2-(4-((2-(methylsulfonyl)pyrimidin-4-yl)methoxy)phenyl)propan-2-yl)benzonitrile ClC=1C(=C(C#N)C=C(C1)C(C)(C)C1=CC=C(C=C1)OCC1=NC(=NC=C1)S(=O)(=O)C)F